(R)-N-(7-(7-(1-acryloylpiperidin-3-yl)-4-amino-7H-pyrrolo[2,3-d]pyrimidin-5-yl)benzo[d][1,3]dioxol-4-yl)-1-naphthamide C(C=C)(=O)N1C[C@@H](CCC1)N1C=C(C2=C1N=CN=C2N)C2=CC=C(C1=C2OCO1)NC(=O)C1=CC=CC2=CC=CC=C12